triethylene glycol bis[3-(3-t-butyl-5-methyl-4-hydroxyphenyl)propionate] C(C)(C)(C)C=1C=C(C=C(C1O)C)CCC(=O)OCCOCCOCCOC(CCC1=CC(=C(C(=C1)C)O)C(C)(C)C)=O